FCC(C)(C)N1CCC2(CCN(CC2)C2=CC(=C(C=C2C=2C=NN(C2)C)NC=2N=C(C3=C(N2)NC=C3)NC=3C=C2N=CC=NC2=CC3)OC)CC1 6-((2-((4-(9-(1-fluoro-2-methylpropan-2-yl)-3,9-diazaspiro[5.5]undecan-3-yl)-2-Methoxy-5-(1-methyl-1H-pyrazol-4-yl)phenyl)amino)-7H-pyrrolo[2,3-d]pyrimidin-4-yl)amino)quinoxaline